C(C(=C)C)(=O)OCCN(C)C N,N-dimethylamino-ethyl methacrylate